FC1=C(C=C2CC([C@H](C2=C1)NC(O[C@@H]1CN2CCC1CC2)=O)(C)C)C2=CC(=C(C=C2)OCCC)F (S)-quinuclidin-3-yl ((R)-6-fluoro-5-(3-fluoro-4-propoxyphenyl)-2,2-dimethyl-2,3-dihydro-1H-inden-1-yl)carbamate